C(C1=CC=CC=C1)(C1=CC=CC=C1)=NC1=NN(C=C1)C1C(N(CC1)C)=O 3-[3-(benzhydrylideneamino)pyrazol-1-yl]-1-methyl-pyrrolidin-2-one